[Sr].[La].[Pb] lead lanthanum strontium